C1(=CC=C(C=C1)N(C1=CC=C(C=C1)B(O)O)C1=CC=C(C=C1)C1=CC=CC=C1)C1=CC=CC=C1 4-[bis([1,1'-biphenyl]-4-yl)amino]phenylboronic acid